C(C)N1CC(=CC2=CC(=CC(=C12)F)F)C(=O)O 1-ethyl-6,8-difluoro-1,2-dihydro-3-quinolinecarboxylic acid